OC1=C(C2=CC=CC=C2C=C1)C(=O)NC1=C(C=CC2=CC=CC=C12)O 2-hydroxy-N-(2-hydroxynaphthalen-1-yl)-1-naphthamide